4-(2-methoxyethyl)piperazin-2-one tert-butyl-N-[(3R,4S)-4-methoxypyrrolidin-3-yl]carbamate C(C)(C)(C)OC(N[C@@H]1CNC[C@@H]1OC)=O.COCCN1CC(NCC1)=O